(S)-1-(3-ethoxy-4-methoxyphenyl)-2-methanesulfonyl-ethylamine N-acetyl-L-leucine salt C(C)(=O)N[C@@H](CC(C)C)C(=O)O.C(C)OC=1C=C(C=CC1OC)[C@@H](CS(=O)(=O)C)N